3-oxo-6-aminohexanoate O=C(CC(=O)[O-])CCCN